N-((Butane-1,4-diylbis(azanetriyl))tetrakis(propane-3,1-diyl))tetrapalmitamide C(CCCN(CCCCCCCCCCCCCCCCCCC(=O)N)CCCCCCCCCCCCCCCCCCC(=O)N)N(CCCCCCCCCCCCCCCCCCC(=O)N)CCCCCCCCCCCCCCCCCCC(=O)N